S1SN=CC1=S 1,2-dithiazole-5-thione